Methyl-5-(benzyl (5-Methyl-2-(perfluorobenzamido) phenyl) amino)-4-hydroxy-5-oxopentanoate COC(CCC(C(=O)N(C1=C(C=CC(=C1)C)NC(C1=C(C(=C(C(=C1F)F)F)F)F)=O)CC1=CC=CC=C1)O)=O